C(C)(C)(C)OC(=O)N1[C@@H](C[C@H](C1)NC(=O)OC(C)(C)C)C(=O)O (2S,4R)-1-tert-butoxycarbonyl-4-(tert-butoxycarbonylamino)pyrrolidine-2-carboxylic acid